(3Z)-6-(hexyloxymethoxy)-3-hexenylmagnesium bromide C(CCCCC)OCOCC\C=C/CC[Mg]Br